5-[(1-tert-Butoxycarbonyl-4-piperidinyl)-hydroxy-methyl]-2-(4-chlorobenzoyl)-3-fluoro-benzoic acid C(C)(C)(C)OC(=O)N1CCC(CC1)C(C=1C=C(C(=C(C(=O)O)C1)C(C1=CC=C(C=C1)Cl)=O)F)O